NC1=C(C(N(C(=N1)N1CCC2(C[C@H](C[C@H]2N)C)CC1)C)=O)C1=C(C(=CC=C1)Cl)Cl 6-amino-2-((1R,3R)-1-amino-3-methyl-8-azaspiro[4.5]decan-8-yl)-5-(2,3-dichlorophenyl)-3-methylpyrimidin-4(3H)-one